C[C@]12CCCC[C@@H]1CC[C@@H]3[C@@H]2CC[C@]4([C@H]3CC[C@@H]4C(=O)C(O)O)C 21-dihydroxy-5alpha-pregnan-20-one